(S)-2-benzyl-3-((S)-2-benzyl-3-(N-hydroxyformamido)propanamido)propanoic Acid C(C1=CC=CC=C1)[C@H](C(=O)O)CNC([C@H](CN(C=O)O)CC1=CC=CC=C1)=O